2-(p-tolyl)benzo[d]thiazole C1(=CC=C(C=C1)C=1SC2=C(N1)C=CC=C2)C